(3S,4R)-1-(1-benzylpiperidin-4-yl)-4-methyl-3-((2,2,6,6-tetramethylpiperidin-1-yl)oxy)pyrrolidin-2-one C(C1=CC=CC=C1)N1CCC(CC1)N1C([C@H]([C@@H](C1)C)ON1C(CCCC1(C)C)(C)C)=O